(S)-2-(3-(2-(2-(2-azidoethoxy)ethoxy)ethoxy)propanamido)-3-methoxy-N-(4-methylbenzyl)propanamide N(=[N+]=[N-])CCOCCOCCOCCC(=O)N[C@H](C(=O)NCC1=CC=C(C=C1)C)COC